C(CCCCCCCCCCCCCCC)(=O)[O-] γE-palmitate